3-((6-methyl-2-((2-((2-phenoxyethyl)amino)benzo[d]thiazol-6-yl)amino)quinazolin-4-yl)amino)propan-1-ol CC=1C=C2C(=NC(=NC2=CC1)NC1=CC2=C(N=C(S2)NCCOC2=CC=CC=C2)C=C1)NCCCO